2-Ethoxy-3-(4-{2-[2-methyl-5-(4-methylthiophenyl)-pyrrol-1-yl]-ethoxy}-phenyl)-propionic acid Manganese [Mn].C(C)OC(C(=O)O)CC1=CC=C(C=C1)OCCN1C(=CC=C1C1=CC=C(C=C1)SC)C